[[4-[(2-aminophenyl)carbamoyl]phenyl]methyl]carbamate NC1=C(C=CC=C1)NC(=O)C1=CC=C(C=C1)CNC([O-])=O